4-(4-((4-(cyclopropanecarboxamido)benzyl)oxy)phenyl)-N-((1-phenylpyrrolidin-3-yl)methyl)-1H-imidazole-1-carboxamide C1(CC1)C(=O)NC1=CC=C(COC2=CC=C(C=C2)C=2N=CN(C2)C(=O)NCC2CN(CC2)C2=CC=CC=C2)C=C1